The molecule is a glucotriose that is beta-D-glucose in which the hydroxy groups at positions 2 and 4 have each been converted to the corresponding beta-D-glucoside. It is a beta-D-glucoside and a glucotriose. C([C@@H]1[C@H]([C@@H]([C@H]([C@@H](O1)O[C@@H]2[C@H](O[C@H]([C@@H]([C@H]2O)O[C@H]3[C@@H]([C@H]([C@@H]([C@H](O3)CO)O)O)O)O)CO)O)O)O)O